C(CC(=O)N)(=O)N PROPANDIAMIDE